O1C2=C(OCC1)C=C(C=C2)C2=CC=C(CN(C(=O)C1CCCCC1)C=1C=C(C=CC1)/C=C/C(=O)OC)C=C2 methyl (E)-3-(3-(N-(4-(2,3-dihydrobenzo[b][1,4]dioxin-6-yl)benzyl)cyclohexanecarboxamido)phenyl)acrylate